2-(3-(1-(((1r,4r)-4-acetaminocyclohexyl)methyl)piperidin-4-yl)-1H-pyrrolo[2,3-c]pyridin-1-yl)-5-fluoro-N-isopropyl-N-methylbenzamide N(C(=O)C)C1CCC(CC1)CN1CCC(CC1)C1=CN(C2=CN=CC=C21)C2=C(C(=O)N(C)C(C)C)C=C(C=C2)F